tert-butyl (4-(4-amino-3-(5-((tert-butyldimethylsilyl)oxy)-1H-indol-2-yl)-1H-pyrazolo[3,4-d]pyrimidin-1-yl)butyl)carbamate NC1=C2C(=NC=N1)N(N=C2C=2NC1=CC=C(C=C1C2)O[Si](C)(C)C(C)(C)C)CCCCNC(OC(C)(C)C)=O